C1C(CC2=CC=CC=C12)NC(C)=O N-(2,3-dihydro-1H-inden-2-yl)acetamide